Br[Mg]CCCCCCCCCCCCCCCC(F)(F)F bromo(16,16,16-trifluorohexadecyl)magnesium